octadec-6,9,12,15-tetraen-1-ol C(CCCCC=CCC=CCC=CCC=CCC)O